[Li]C=C=C[Li] 1,3-dilithioallene